C(#N)C1=C2C=C(N(C2=CC=C1)C1=NC=2[C@H](CCCC2C(=N1)SC)OCC1CN(C1)C(=O)OC(C)(C)C)C tert-butyl 3-[[(8S)-2-(4-cyano-2-methyl-indol-1-yl)-4-methylsulfanyl-5,6,7,8-tetrahydroquinazolin-8-yl]oxymethyl]azetidine-1-carboxylate